The molecule is a fatty acid-taurine conjugate derived from arachidonic acid. It has a role as a mouse metabolite. It derives from an arachidonic acid. It is a conjugate acid of a N-arachidonoyltaurine(1-). CCCCC/C=C\\C/C=C\\C/C=C\\C/C=C\\CCCC(=O)NCCS(=O)(=O)O